ClC=1C=C(C=C(C1OCCCl)Cl)C(C)(C)C1=CC=C(C=C1)N(CC(CN(C(OC(C)(C)C)=O)S(=O)(=O)C)=O)C tert-Butyl (3-((4-(2-(3,5-dichloro-4-(2-chloroethoxy)phenyl)propan-2-yl)phenyl)(methyl) amino)-2-oxopropyl)(methylsulfonyl)carbamate